CC1=NC2=CC(=CC=C2C(N1)=O)B(O)O (2-methyl-4-oxo-3,4-dihydroquinazolin-7-yl)boronic acid